C1(=CC=CC=C1)C=CC(C=CC1=CC=CC=C1)N 1,5-diphenyl-1,4-Pentadien-3-amine